C(C)(C)(C)OC(=O)N1C(CCCC1)C=1NC(=C(N1)C)C1=CC=CC=C1 2-(4-methyl-5-phenyl-1H-imidazol-2-yl)piperidine-1-carboxylic acid tert-butyl ester